tert-butyl 2-(4-(3-bromo-7-((tetrahydro-2H-pyran-2-yl)oxy)-2H-chromene-4-yl)phenyl)-2,7-diazaspiro[3.5]nonane-7-carboxylate BrC=1COC2=CC(=CC=C2C1C1=CC=C(C=C1)N1CC2(C1)CCN(CC2)C(=O)OC(C)(C)C)OC2OCCCC2